2-mercapto-5-methoxybenzimidazole SC=1NC2=C(N1)C=CC(=C2)OC